N1CC(CCC1)N1C(N2C(CCCC2)C1)=O 2-(piperidin-3-yl)hexahydroimidazo[1,5-a]pyridin-3(2H)-one